2-[(3-Chloro-5-fluoropyridin-2-yl)methyl]-8-methyl-N-[(2S)-tetrahydrofuran-2-ylmethyl]-4,5-dihydro-2H-furo[2,3-g]indazol-7-carboxamid ClC=1C(=NC=C(C1)F)CN1N=C2C3=C(CCC2=C1)OC(=C3C)C(=O)NC[C@H]3OCCC3